FC1=C(C(=CC=C1)F)N1C(C2=CC=CC=C2C1)=[Ti] [2-(2,6-difluorophenyl)-2,3-dihydro-1H-isoindol-1-ylidene]Titanium